FC1CC(N(C1)C(CN1C(CN(CC1)CC(F)(F)F)=O)=O)C(=O)NC(C1=CC=CC=C1)C1=CC(=C(C=C1)C1(CC1)C)F 4-fluoro-N-{[3-fluoro-4-(1-methylcyclopropyl)phenyl](phenyl)methyl}-1-{2-[2-oxo-4-(2,2,2-trifluoroethyl)piperazin-1-yl]acetyl}pyrrolidine-2-carboxamide